FC=1C=C(C=CC1)C(C)=O m-fluoroacetophenone